CC=1N=CN(C1)C1=NC=C(C=C1)C=C 2-(4-methyl-1H-imidazol-1-yl)-5-vinylpyridine